C1(=CC(=CC=C1)N1C2=CC=CC=C2C=2C(=CC=CC12)O)N1C2=CC=CC=C2C=2C(=CC=CC12)O 9,9'-(1,3-phenylene)bis(9H-carbazol-4-ol)